[N+](#[C-])C1=C(C=CC=C1)C1=CC=C(C=C1)S(=O)(=O)C 2-isocyano-4'-(methylsulfonyl)-1,1'-biphenyl